ClC=1C(=NC=C(C1)Cl)OC1CCC2(C(NC3=CC=C(C=C23)C=2NS(ON2)=O)=O)CC1 4-[(3,5-dichloro-2-pyridyl)oxy]-5'-(2-oxo-3H-1,2,3,5-oxathiadiazol-4-yl)spiro[cyclohexane-1,3'-indoline]-2'-one